ClC=1C=C(C=CC1)C(C)=C(C#N)C#N 2-(1-(3-chlorophenyl)ethylidene)malononitrile